C(CCCCCCCCCCCCC)(=O)OO peroxymyristic acid